lithium tetrakis(pentafluorophenyl)-borate FC1=C(C(=C(C(=C1[B-](C1=C(C(=C(C(=C1F)F)F)F)F)(C1=C(C(=C(C(=C1F)F)F)F)F)C1=C(C(=C(C(=C1F)F)F)F)F)F)F)F)F.[Li+]